ethyl N-{[5-(2-hydroxy-2-methylpropoxy)pyridin-2-yl]carbamothioyl}carbamate OC(COC=1C=CC(=NC1)NC(=S)NC(OCC)=O)(C)C